C(#C)C1=CC=C(S1)/C=C/C(=O)OCCOCCOCCOC 2-[2-(2-Methoxyethoxy)ethoxy]ethyl (2E)-3-(5-ethynylthiophen-2-yl)prop-2-enoate